6-chloro-4-methylnicotinonitrile ClC1=NC=C(C#N)C(=C1)C